[bis(indol-3-yl)-3,5-di-tert-butyl-2-hydroxyphenyl]-methane N1C=C(C2=CC=CC=C12)C1=C(C(=C(C(=C1C)O)C(C)(C)C)C1=CNC2=CC=CC=C12)C(C)(C)C